cis-4-cyano-4-[3-(cyclopentyloxy)-4-methoxyphenyl]cyclohexane C(#N)C1(CCCCC1)C1=CC(=C(C=C1)OC)OC1CCCC1